C(#N)[C@H]1N(CSC1)C(CNC(=O)C1=CC=NC2=CC=C(C=C12)N1CC(C1)(F)F)=O (R)-N-(2-(4-Cyanothiazolidin-3-yl)-2-oxoethyl)-6-(3,3-difluoroazetidin-1-yl)quinoline-4-carboxamide